N1(C=CC2=CC=CC=C12)C1=NC(=NC=C1)NC=1C=C(C(=CC1OC)N(CCN1CCOCC1)C)N N4-(4-(1H-indol-1-yl)pyrimidin-2-yl)-5-methoxy-N1-methyl-N1-(2-morpholin-4-yl-ethyl)benzene-1,2,4-triamine